2-((1,7-dimethyl-2-phenyl-7-(trifluoromethyl)bicyclo[2.2.1]heptan-2-yl)oxy)-N,N-bis(trifluoromethyl)ethan-1-amine CC12C(CC(CC1)C2(C(F)(F)F)C)(C2=CC=CC=C2)OCCN(C(F)(F)F)C(F)(F)F